1-hydroxybenzotriazole mono-hydrate O.ON1N=NC2=C1C=CC=C2